C(C)N(C1=CC=C(C=C1)C(=O)C1=CC=CC=C1)CC (4-(diethylamino)phenyl)-phenylketone